4-(3-(4-hydroxy-3-isopropylphenyl)-4,4-dimethyl-5-oxo-2-thioxoimidazol-1-yl)-2-(trifluoromethyl)benzonitrile OC1=C(C=C(C=C1)N1C(N(C(C1(C)C)=O)C1=CC(=C(C#N)C=C1)C(F)(F)F)=S)C(C)C